2-(3-hydroxy-4-methoxybenzoyl)benzoic acid OC=1C=C(C(=O)C2=C(C(=O)O)C=CC=C2)C=CC1OC